pyrogallol C1(O)=C(O)C(O)=CC=C1